6-(6-((3R,4R)-3,4-dihydroxypyrrolidin-1-yl)pyridin-3-yl)-4-((3-fluoropyridin-2-yl)thio)pyrazolo[1,5-a]pyridine-3-carbonitrile O[C@@H]1CN(C[C@H]1O)C1=CC=C(C=N1)C=1C=C(C=2N(C1)N=CC2C#N)SC2=NC=CC=C2F